C(C1CO1)OC(C1=CC=CC=C1)=O benzoic acid glycidyl ester